N1CCC(CC1)OC1=CN=C(N=N1)C=1C=C2C=CN=CC2=CC1O 6-(6-(piperidin-4-yloxy)-1,2,4-triazin-3-yl)isoquinolin-7-ol